2-fluoro-3-methylanilinediazonium hexafluorophosphate F[P-](F)(F)(F)(F)F.FC1=C(N[N+]#N)C=CC=C1C